ClC=1C(=NC=CC1)N1N=C(C=C1C1=NC2=C(C(O1)=O)C1=C(C=C2C)OC(O1)(F)F)CN1N=NC(=C1)C(F)(F)F 7-[2-(3-chloro-2-pyridyl)-5-[[4-(trifluoromethyl)triazol-1-yl]methyl]pyrazol-3-yl]-2,2-difluoro-5-methyl-[1,3]dioxolo[4,5-f][3,1]benzoxazin-9-one